1H-[1,2,3]TRIAZOLE-4-CARBOXYLIC ACID N1N=NC(=C1)C(=O)O